N-(2-(2-(cyclopropanesulfonamido)thiazol-4-yl)propan-2-yl)-2-methoxy-4-(6-(trifluoromethyl)pyrazin-2-yl)benzamide C1(CC1)S(=O)(=O)NC=1SC=C(N1)C(C)(C)NC(C1=C(C=C(C=C1)C1=NC(=CN=C1)C(F)(F)F)OC)=O